N,2,6-trimethyl-5,7-dihydrothieno[3,2-b]pyran-6-amine hydrochloride Cl.CNC1(CC2=C(OC1)C=C(S2)C)C